trans-2-Phenyl-cyclopropanecarboxylic acid [2-diethylamino-6-(4-fluoro-benzylamino)-pyridin-3-yl]-amide C(C)N(C1=NC(=CC=C1NC(=O)[C@H]1[C@@H](C1)C1=CC=CC=C1)NCC1=CC=C(C=C1)F)CC